NC1=NC=NC=2C3=C(CC(C12)(C)C)C(=C(C=C3)O[C@@H]3CC[C@H](CC3)N)NS(=O)(=O)CCO N-[4-amino-8-(trans-4-aminocyclohexyloxy)-5,5-dimethyl-6H-benzo[H]quinazolin-7-yl]-2-hydroxy-ethanesulfonamide